6-((1H-pyrrolo[2,3-b]pyridin-5-yl)methyl)-N-(4-methoxy-3-(trifluoromethyl)phenyl)-4,5,6,7-tetrahydrothieno[2,3-c]pyridine-3-carboxamide N1C=CC=2C1=NC=C(C2)CN2CC1=C(CC2)C(=CS1)C(=O)NC1=CC(=C(C=C1)OC)C(F)(F)F